N-(5-((4-chlorobenzyl)oxy)-1,3,4-thiadiazol-2-yl)-2-phenylnicotinamide ClC1=CC=C(COC2=NN=C(S2)NC(C2=C(N=CC=C2)C2=CC=CC=C2)=O)C=C1